C(C)NC(=O)C1=CN(C2=NC=C(N=C21)N[C@H]2[C@@H](CN(CC2)C(=O)OC(C)(C)C)OC)COCC[Si](C)(C)C |r| trans-racemic-tert-butyl 4-{[7-(ethylcarbamoyl)-5-{[2-(trimethylsilyl)eth-oxy]methyl}-5H-pyrrolo[2,3-b]pyrazin-2-yl]amino}-3-methoxypiperidine-1-carboxylate